C(\C=C\C=C/CCCCC)(=O)[O-] (E,Z)-decadienoate